BrC1=C(C#N)C=CC(=C1)CBr 2-bromo-4-(bromomethyl)benzonitrile